4-(4-tert-butoxycarbonylpiperazin-1-yl)-3-chloro-benzoic acid C(C)(C)(C)OC(=O)N1CCN(CC1)C1=C(C=C(C(=O)O)C=C1)Cl